tert-butyl 4-(5-isopropoxy-6-((1-methyl-2-carbonyl-1,2-dihydropyridin-3-yl)carbamoyl)benzo[d]thiazol-2-yl)piperidine-1-carboxylate C(C)(C)OC=1C(=CC2=C(N=C(S2)C2CCN(CC2)C(=O)OC(C)(C)C)C1)C(NC=1C(N(C=CC1)C)=C=O)=O